C(C)C=1C=CC(=C(C1)C#CC=1C=CC=NC1)NS(=O)(=O)C=1C(=CC=C2C=CC=NC12)C 5-{2-[5-Ethyl-2-(7-methylchinolin-8-sulfonamido)phenyl]ethynyl}pyridin